CC1(OB(OC1(C)C)C=1C=C2OC=3C=CC=CC3B3C2=C(C1)OC=1C=CC=CC13)C 7-(4,4,5,5-tetramethyl-1,3,2-dioxaborolan-2-yl)-5,9-dioxa-13b-boranaphtho[3,2,1-de]anthracene